C(C)(C)(C)C1=CC=C(C=C1)NC1=CC=C(C=C1)C(C)(C)C bis-(4-(tert-butyl)phenyl)amine